C(CCCCCCC)N(CCCCCCCC)CCCCCCCC trin-octyl-amine